N1=C(SC2=C1CCOC2)C=2C(=C(C(=O)O)C=CC2C)C (6,7-dihydro-4H-pyrano[4,3-d]thiazol-2-yl)-2,4-dimethylbenzoic acid